ClC=1C(=CC(=NC1)C1(CC1)C)C1=CCC(CC1)C(F)(F)F 5-chloro-2-(1-methylcyclopropyl)-4-[4-(trifluoromethyl)cyclohexen-1-yl]pyridine